CC1=CC=C(C=C1)OC(C1=CC=CC=C1)=O benzoic acid-4-methylphenyl ester